benzyl 4-((4H-1,2,4-triazol-4-yl)sulfonyl)piperazine-1-carboxylate N=1N=CN(C1)S(=O)(=O)N1CCN(CC1)C(=O)OCC1=CC=CC=C1